ethyl 4-ethylpyrimidine-5-carboxylate C(C)C1=NC=NC=C1C(=O)OCC